1,6-n-hexandiol C(CCCCCO)O